Cl.N(CC(=O)O)C(CO)(CO)CO Tricine-HCl